3-[4-(cyanomethoxy)phenoxy]-3-[4-(7H-pyrrolo[2,3-d]pyrimidin-4-yl)-1H-pyrazol-1-yl]propanenitrile trifluoroacetate FC(C(=O)O)(F)F.C(#N)COC1=CC=C(OC(CC#N)N2N=CC(=C2)C=2C3=C(N=CN2)NC=C3)C=C1